N-{[(3R,4S)-2-[5-Fluoro-2-(2H-1,2,3-triazol-2-yl)benzoyl]-4-methyl-2-azabicyclo[3.1.1]heptan-3-yl]methyl}-[1,3]thiazolo[5,4-b]pyridin-2-amin FC=1C=CC(=C(C(=O)N2C3CC([C@@H]([C@@H]2CNC=2SC4=NC=CC=C4N2)C)C3)C1)N1N=CC=N1